N-(5-Fluoropyridin-2-yl)-2-{6-[(2S)-1-methoxyprop-2-yl]-2-(3-methylpyridin-4-yl)-5,8-dioxo-5,6,7,8-tetrahydro-4H-pyrazolo[1,5-a]pyrrolo[3,4-d]pyrimidin-4-yl}acetamide FC=1C=CC(=NC1)NC(CN1C=2N(C(C3=C1C(N(C3)[C@H](COC)C)=O)=O)N=C(C2)C2=C(C=NC=C2)C)=O